N-(5-((6-((R)-3-(3-chloro-2-fluorophenyl)-isoxazolidine-2-yl)pyrimidine-4-yl)amino)-4-methoxy-2-(4-(4-(oxetane-3-yl)piperazine-1-yl)piperidine-1-yl)phenyl)acrylamide ClC=1C(=C(C=CC1)[C@@H]1N(OCC1)C1=CC(=NC=N1)NC=1C(=CC(=C(C1)NC(C=C)=O)N1CCC(CC1)N1CCN(CC1)C1COC1)OC)F